(3-methoxycarbonylphenyl)-boronic acid COC(=O)C=1C=C(C=CC1)B(O)O